NC1C(CC(CC1)N)C(C)(C)C 1,4-diamino-2-tert-butylcyclohexane